CC1(CC(C1)NC=1N=CC2=C(N1)NC=C2C=2C=CC=1N(C2)C(=NN1)C)NC(C)=O N-((1r,3r)-1-methyl-3-((5-(3-methyl-[1,2,4]triazolo[4,3-a]pyridin-6-yl)-7H-pyrrolo[2,3-d]pyrimidin-2-yl)amino)cyclobutyl)acetamide